C(CCC)OC(C1CCN(CC1)C1=CC=C(C=C1)[C@@H]1CNCCC1)OCCCC 4-(Dibutoxymethyl)-1-{4-[(3R)-piperidin-3-yl]phenyl}piperidine